CN1C(C2N(C3=CC=CC=C13)C[C@@H](C2)C2=CC=C(C=C2)SC)=O (S)-5-methyl-2-(4-(methylthio)phenyl)-1,2,3,3a-tetrahydropyrrolo[1,2-a]quinoxalin-4(5H)-one